methyl 3-(3-((4-(2-(2-aminopyridin-3-yl)-6-(pyridin-3-yl)-3H-imidazo[4,5-b]pyridin-3-yl)benzyl)carbamoyl)phenyl)propanoate NC1=NC=CC=C1C1=NC=2C(=NC=C(C2)C=2C=NC=CC2)N1C1=CC=C(CNC(=O)C=2C=C(C=CC2)CCC(=O)OC)C=C1